(S)-tert-butyl 2-(3-((S)-1-((tert-butoxycarbonyl)amino)butyl)-4H-1,2,4-triazol-4-yl)-3-phenylpropanoate C(C)(C)(C)OC(=O)N[C@@H](CCC)C1=NN=CN1[C@H](C(=O)OC(C)(C)C)CC1=CC=CC=C1